1,1-di(methyl)ethyl N-[4-(azanylmethyl)pyrimidin-2-yl]-N-[1,1-di(methyl)ethoxycarbonyl]carbamate NCC1=NC(=NC=C1)N(C(OC(C)(C)C)=O)C(=O)OC(C)(C)C